(R)-1-cyclopropyl-3-(4-(1-(3-(difluoromethyl)-2-fluorophenyl)ethylamino)-2-methylpyrido[2,3-d]pyrimidin-6-yl)urea C1(CC1)NC(=O)NC1=CC2=C(N=C(N=C2N[C@H](C)C2=C(C(=CC=C2)C(F)F)F)C)N=C1